C1(CCCCC(CCCCCC)N1)=O ε-laurolactam